ClCC=1C=C(C#N)C=CC1 3-(chloromethyl)benzonitrile